Cl.FC=1C=2N(C=C(C1)C=1N=C3N(C(N1)=O)C=C(C=C3OC)N3CCNCC3)C=C(N2)C 2-(8-fluoro-2-methylimidazo[1,2-a]pyridin-6-yl)-9-methoxy-7-(piperazin-1-yl)-4H-pyrido[1,2-a][1,3,5]triazin-4-one hydrochloride